(R)-3-(5-(4-(dimethoxymethyl)piperidin-1-yl)-1-oxoisoindolin-2-yl)piperidine-2,6-dione COC(C1CCN(CC1)C=1C=C2CN(C(C2=CC1)=O)[C@H]1C(NC(CC1)=O)=O)OC